BrC1=CC=C2NC=C(C[C@H](N)C(=O)O)C2=C1 5-bromo-tryptophan